4-(methoxycarbonyl)nicotinic acid COC(=O)C1=CC=NC=C1C(=O)O